ClC1=CC(=C(C=C1F)N1CCN(CC1)CCC1=C2C(=NN(C2=CC=C1)C1C(NC(CC1)=O)=O)C)F 3-[4-[2-[4-(4-Chloro-2,5-difluoro-phenyl)piperazin-1-yl]ethyl]-3-methyl-indazol-1-yl]piperidine-2,6-dione